bis(3,4-epoxycyclohexyl)methyl-2-cyclohexene oxide C1(CC2C(CC1)O2)C(C2CC1C(CC2)O1)C1C2C(CCC1)O2